O=C1NC(CCC1C1=C(C=C(C=C1F)N1CC(C1)NC(O[C@@H]1CN(CC1)C(N(C)C)=O)=O)F)=O (S)-1-(dimethylcarbamoyl)pyrrolidin-3-yl (1-(4-(2,6-dioxopiperidin-3-yl)-3,5-difluorophenyl)azetidin-3-yl)carbamate